FC=1C=C(C=CC1)N1N=C(C2=CC=CC=C2C1=O)C=1C=C(C=CC1)\C=[N+](\C)/[O-] (Z)-1-(3-(3-(3-Fluorophenyl)-4-oxo-3,4-dihydrophthalazin-1-yl)phenyl)-N-methylmethanimine Oxide